(2R,3S,4S)-2-{[4-(dimethylamino)phenyl]methyl}-4-hydroxypyrrolidin-3-yl N-benzylcarbamate C(C1=CC=CC=C1)NC(O[C@H]1[C@H](NC[C@@H]1O)CC1=CC=C(C=C1)N(C)C)=O